(S)-6-(2-((4-(((Tetrahydrofuran-3-yl)methyl)carbamoyl)phenyl)carbamoyl)isoindolin-5-yl)-4-(trioxidaneylthio)naphthalene-2-sulfonic acid O1C[C@@H](CC1)CNC(=O)C1=CC=C(C=C1)NC(=O)N1CC2=CC=C(C=C2C1)C=1C=C2C(=CC(=CC2=CC1)S(=O)(=O)O)SOOO